NC(C(=O)N1CC2=CC=C(C=C2CC1)NC1=NC=C(C(=N1)NC1=C(C(=O)NC)C=CC=C1)Br)CO 2-{2-[2-(2-Amino-3-hydroxy-propionyl)-1,2,3,4-tetrahydro-isoquinolin-6-ylamino]-5-bromo-pyrimidin-4-ylamino}-N-methyl-benzamide